4-[[(1S,2S)-6-chloro-4-cyano-2-(dimethyl-amino)-2,3-dihydro-1H-inden-1-yl]oxy]-3-methylbenzene ClC1=CC(=C2C[C@@H]([C@H](C2=C1)OC1=C(C=CC=C1)C)N(C)C)C#N